4-chloro-5-(4-chlorophenyl)-3-((1-(3,5-dichlorophenyl)-3-((S)-1-hydroxyethyl)-1H-1,2,4-triazol-5-yl)methyl)-1-((S)-3,3,3-trifluoro-2-hydroxypropyl)-1,3-dihydro-2H-imidazol-2-one ClC=1N(C(N(C1C1=CC=C(C=C1)Cl)C[C@@H](C(F)(F)F)O)=O)CC1=NC(=NN1C1=CC(=CC(=C1)Cl)Cl)[C@H](C)O